FC=1C=C(C=CC1SCCC1=CC=C(C=C1)OC(F)(F)F)NC(NC=1C=CC(=C(C1)NS(=O)(=O)C)O)=O N-(5-(3-(3-fluoro-4-((4-(trifluoromethoxy)phenethyl)thio)phenyl)ureido)-2-hydroxyphenyl)methanesulfonamide